9-(dimethoxymethyl)-3-azaspiro[5.5]undecane COC(C1CCC2(CCNCC2)CC1)OC